5-(1,4-dioxaspiro[4.5]decan-8-yl)-5H-imidazo[5,1-a]isoindole O1CCOC12CCC(CC2)C2N1C(C3=CC=CC=C23)=CN=C1